C(C=C)(=O)NC1=CC=C(C=C1)N1N=C2C(NN=C(C2=C1C1=CC(=C(C(=O)NCC(C)C)C=C1)OC)N)=O 4-(2-(4-acrylamidophenyl)-4-amino-7-oxo-6,7-dihydro-2H-pyrazolo[3,4-d]pyridazin-3-yl)-N-isobutyl-2-methoxybenzamide